CC1(OC(C2C(O1)CC(C2)C=C)=O)C 2,2-dimethyl-6-vinyltetrahydro-4H-cyclopenta[d][1,3]dioxin-4-one